Ethyl (E)-3-(2-acetamido-4-methoxy-phenyl)-2-methyl-prop-2-enoate C(C)(=O)NC1=C(C=CC(=C1)OC)/C=C(/C(=O)OCC)\C